COC1=C(C=C(C(=C1)N1CCN(CC1)C)C1=CSC=C1)NC=1N=C(C2=C(N1)NC=C2)NC=2C(=C1N=CC=NC1=CC2)P(C)(C)=O (6-((2-((2-methoxy-4-(4-methylpiperazin-1-yl)-5-(thiophen-3-yl)phenyl)amino)-7H-pyrrolo[2,3-d]pyrimidin-4-yl)amino)quinoxalin-5-yl)dimethyl-phosphine oxide